COC=1C=C(C=C(C1)[N+](=O)[O-])/C=C/C=C/C(=O)OCC (2E,4E)-ethyl 5-(3-methoxy-5-nitrophenyl)penta-2,4-dienoate